C1(=CC=CC=C1)C=1C(=C2C(=CC1)N=C1C=CC3=C4C=CC=CC4=NC3=C12)C1=NN=NC(=C1C1=C(C=CC=C1)C1=CC=CC=C1)C1=CC=CC=C1 Phenyl[phenyl(biphenylyl)triazinyl]indolocarbazole